BrCC1=NC=C(C=N1)Cl bromomethyl-5-chloropyrimidine